FC=1C=C(C=C2CCN(CC12)[C@H]1CCOC2(CN(C2)C)C1)C(=O)NO 8-fluoro-2-[(8S)-2-methyl-5-oxa-2-azaspiro[3.5]nonan-8-yl]-3,4-dihydro-1H-isoquinoline-6-carbohydroxamic acid